C(C1=CC=CC=C1)OC1=C(OC=CC1=O)C(O)C1(CC1)C=O ((3-(benzyloxy)-4-oxo-4H-pyran-2-yl)(hydroxy)methyl)cyclopropanecarbaldehyde